BrC1=CC=C(CNC2=CC3=C(OCCO3)C=C2N)C=C1 N6-(4-bromobenzyl)-2,3-dihydrobenzo[B][1,4]dioxin-6,7-diamine